N=1C=NN2C1C(=CC=C2)CCC[C@H]2C[C@@H]1N(CCN(C1)C1=NC=CC=N1)C2=O (7S,8aS)-7-(3-([1,2,4]triazolo[1,5-a]pyridin-8-yl)propyl)-2-(pyrimidin-2-yl)hexahydropyrrolo[1,2-a]pyrazin-6(2H)-one